C(C)(C)(C)OC(=O)N[C@H]1CN(CC1)C(=O)OCC1=CC=CC=C1 benzyl (3R)-3-[(tert-butoxycarbonyl)amino]pyrrolidine-1-carboxylate